C1[C@@H]([C@H](O[C@H]1N2C=CC(=O)NC2=O)CO)O 2-deoxyuridine